2-(5-methyl-3-{[(3R)-1-methylpiperidin-3-yl]amino}-1,2,4-triazin-6-yl)-5-(trifluoromethyl)phenol formate C(=O)OC1=C(C=CC(=C1)C(F)(F)F)C1=C(N=C(N=N1)N[C@H]1CN(CCC1)C)C